[Cl-].CNC(N(C(N(C)C)=NC)C)=NC hexamethylbiguanide chloride